ClC=1C(=C(OC2CCC(CC2)NC(=O)C=2N=NC(=CC2)N2CCC(CC2)N(C)CCCCCCO)C=CC1C#N)C N-((1r,4r)-4-(3-Chloro-4-cyano-2-methylphenoxy)cyclohexyl)-6-(4-((6-hydroxyhexyl)-(methyl)amino)piperidin-1-yl)pyridazine-3-carboxamide